FC=1C(=CC2=C(C(N3[C@@H]([C@H](O2)C)C[C@@H](C3)OC3=NC=C2CCC(NC2=C3)=O)=O)C1OC(C)C)C (2S,11R,11aR)-7-fluoro-6-isopropoxy-8,11-dimethyl-2-((2-oxo-1,2,3,4-tetrahydro-1,6-naphthyridin-7-yl)oxy)-2,3,11,11a-tetrahydro-1H,5H-benzo[f]pyrrolo[2,1-c][1,4]oxazepin-5-one